methyl 3-bromo-5-fluoro-2-(prop-1-en-2-yl)benzoate BrC=1C(=C(C(=O)OC)C=C(C1)F)C(=C)C